4,5-dihydro-6-phenyl-3(2H)-pyridazinone C1(=CC=CC=C1)C=1CCC(NN1)=O